S-benzoyl-cysteamine C(C1=CC=CC=C1)(=O)SCCN